[4-(6-Amino-pyridazin-3-yl)-piperidin-1-yl]-(5-isobutoxy-4-methoxy-pyridin-2-yl)-methanone NC1=CC=C(N=N1)C1CCN(CC1)C(=O)C1=NC=C(C(=C1)OC)OCC(C)C